C(C)(C)(C)[S@@](=NC(C(C)(C)C)=O)(=O)C1(CC1)C1=NC(=NC(=C1)Cl)I (R)-N-(tert-butyl(1-(6-chloro-2-iodopyrimidin-4-yl)cyclopropyl)(oxo)-λ6-sulfaneylidene)pivalamide